2-(3-((R)-1-(((R)-((R)-8-cyano-1,2,3,4-tetrahydroquinoxalin-2-yl)(phenyl)methyl)amino)propan-2-yl)phenyl)acetamide C(#N)C=1C=CC=C2NC[C@@H](NC12)[C@@H](C1=CC=CC=C1)NC[C@H](C)C=1C=C(C=CC1)CC(=O)N